(4-fluorophenyl)(4-(((1s,4s)-4-(hydroxymethyl)cyclohexyl)amino)-2-((1-(1-methylpiperidin-4-yl)-1H-pyrazol-4-yl)amino)-7H-pyrrolo[2,3-d]pyrimidine-5-yl)methanone FC1=CC=C(C=C1)C(=O)C1=CNC=2N=C(N=C(C21)NC2CCC(CC2)CO)NC=2C=NN(C2)C2CCN(CC2)C